CC[C@H](C)[C@@H](C(=O)O[C@@H]1[C@H](O[C@H]([C@@H]1O)N2C=NC3=C(N=CN=C32)N)COP(=O)(O)O)N The molecule is an L-isoleucine derivative that is the ester obtained by formal condensation of the carboxy group of L-isoleucine with the 3'-hydroxy group of AMP. It has a role as a Mycoplasma genitalium metabolite. It is an adenosine 5'-phosphate, a L-isoleucine derivative, an alpha-amino acid ester and a purine ribonucleoside 5'-monophosphate. It derives from an adenosine 5'-monophosphate.